(6-(4-(benzo[d]thiazol-5-ylamino)quinolin-6-yl)pyridin-3-yl)(2,6-diazaspiro[3.3]heptan-2-yl)methanone S1C=NC2=C1C=CC(=C2)NC2=CC=NC1=CC=C(C=C21)C2=CC=C(C=N2)C(=O)N2CC1(C2)CNC1